C(C)OC1=C(C=CC(=N1)[C@H](CS(=O)(=O)C)N1C(N(C=2C1=NC=C(C2C)C2=C(C=CC=C2)F)CC(F)(F)F)=O)OC (R)-3-(1-(6-ethoxy-5-methoxypyridin-2-yl)-2-(methylsulfonyl)ethyl)-6-(2-fluorophenyl)-7-methyl-1-(2,2,2-trifluoroethyl)-1H-imidazo[4,5-b]pyridin-2(3H)-one